(S)-3-(3,5-dimethoxyphenylethynyl)-4-(3-acrylamidopyrrolidin-1-yl)-5-fluoroindole-7-carboxamide COC=1C=C(C=C(C1)OC)C#CC1=CNC2=C(C=C(C(=C12)N1C[C@H](CC1)NC(C=C)=O)F)C(=O)N